cis-3-hydroxycyclobutane-1-carboxylic acid ethyl ester C(C)OC(=O)[C@@H]1C[C@@H](C1)O